N1=CN=C(C=C1)C1=C(C(=O)O)C=CC=N1 2-(pyrimidin-4-yl)nicotinic acid